8-chloro-6-(7-chloro-8-fluoro-2-(((2R,7aS)-2-fluorotetrahydro-1H-pyrrolizin-7a(5H)-yl)methoxy-d2)pyrido[4,3-d]pyrimidin-4-yl)-2-oxa-6-azabicyclo[5.1.0]octane ClC1C2N(CCCOC12)C=1C2=C(N=C(N1)OC([2H])([2H])[C@]13CCCN3C[C@@H](C1)F)C(=C(N=C2)Cl)F